C1(CC1)C1=NN(C=N1)C1CC2(CN(C2)C(=O)N2CC3(CN(C3)S(=O)(=O)C3=CC(=C(C=C3)F)F)C2)C1 [6-(3-cyclopropyl-1,2,4-triazol-1-yl)-2-azaspiro[3.3]heptan-2-yl]-[2-(3,4-difluorophenyl)sulfonyl-2,6-diazaspiro[3.3]heptan-6-yl]methanone